Amino-2'-deoxyguanosine-5'-triphosphate P(O)(=O)(OP(=O)(O)OP(=O)(O)O)OC[C@@H]1[C@H](C[C@@](O1)(N1C=NC=2C(=O)NC(N)=NC12)N)O